COCC=1C=C(C=CC1)C=1CN(N(C1C=1C=C2N=CC=NC2=CC1)C)C 4-(3-(methoxymethyl)phenyl)-1,2-dimethyl-5-(quinoxalin-6-yl)-1H-pyrazol